S(=O)(=O)(O)C1=CC=C(C)C=C1.N1(C=CC=2C1=NC=CC2)C2=NC(=NC=C2)NC=2C(=CC(=C(C2)NC(C=C)=O)N(C)CCN(C)C)OC N-(5-((4-(1H-pyrrolo[2,3-b]pyridin-1-yl)pyrimidin-2-yl)amino)-2-((2-(dimethylamino)ethyl)(methyl)amino)-4-methoxyphenyl)acrylamide tosylate salt